1,3-bis(3-allyloxypropyl)imidazolium hydroxide [OH-].C(C=C)OCCCN1C=[N+](C=C1)CCCOCC=C